S1C(=NC=C1)CNC(=O)N 1-(thiazol-2-ylmethyl)urea